1-(3-(3-chloro-4-methyl-8,9-dihydropyrido[3',2':4,5]pyrrolo[1,2-a]pyrazin-7(6H)-yl)-3-oxopropoxy)propan ClC1=C(C=2C=C3N(CCN(C3)C(CCOCCC)=O)C2N=C1)C